C(OC(C)(C)C)(O[C@H]1COCC=C1)=O |r| Racemic-tert-butyl (3,6-dihydro-2H-pyran-3-yl) carbonate